N-(adamantan-2-yl)-4-[(3S)-3-amino-3-methylpyrrolidin-1-yl]-5-(3-fluoro-5-methylphenyl)pyridine-3-carboxamide C12C(C3CC(CC(C1)C3)C2)NC(=O)C=2C=NC=C(C2N2C[C@@](CC2)(C)N)C2=CC(=CC(=C2)C)F